N-(1-(3-Aminophenyl)-2-(benzylamino)-2-oxoethyl)-N-(3-cyanophenyl)-propiolamide NC=1C=C(C=CC1)C(C(=O)NCC1=CC=CC=C1)N(C(C#C)=O)C1=CC(=CC=C1)C#N